FC([C@@H]1C[C@@H](C(N1C=1N=C2N(CCOC3=C2C=CC(=C3)N[C@H](C(=O)N)C)C1)=C=O)OC)F (S)-2-((2-((3S,5S)-5-(difluoromethyl)-3-methoxy-2-carbonyl-pyrrolidin-1-yl)-5,6-dihydrobenzo[f]imidazo[1,2-d][1,4]oxazepin-9-yl)amino)propanamide